(1R)-1-[2,6-difluoro-4-[2-[3-(fluoromethyl)azetidin-1-yl]ethoxy]phenyl]-2-(2-fluoro-2-methyl-propyl)-1,3,4,9-tetrahydropyrido[3,4-b]indole FC1=C(C(=CC(=C1)OCCN1CC(C1)CF)F)[C@H]1N(CCC2=C1NC1=CC=CC=C21)CC(C)(C)F